C(C)(C)(C)OC(=O)N1[C@H](CC(C1)(O)CC)C(=O)O (2R)-1-(tert-Butoxycarbonyl)-4-ethyl-4-hydroxypyrrolidine-2-carboxylic acid